BrC1=CC2=C(C=C1)C1=CC=CC=C1C21C(C(C2=C(C=CC(=C12)C)C)(C)C)C 2-bromo-2',3',3',4',7'-pentamethyl-2',3'-dihydro-spiro-[fluorene-9,1'-indene]